OC1=C(C=C(C(=C1)C(=O)O)O)COCC1=CC(=C(C(=O)O)C=C1O)O 4-((2,5-Dihydroxy-4-carboxyphenyl)methoxymethyl)-2,5-dihydroxybenzoic acid